(+)-cis-4-amino-5-chloro-N-[1-[3-(4-fluorophenoxy)propyl]-3-methoxy-4-piperidinyl]-2-methoxybenzamide monohydrate O.NC1=CC(=C(C(=O)N[C@@H]2[C@@H](CN(CC2)CCCOC2=CC=C(C=C2)F)OC)C=C1Cl)OC